FC=1C=C(C=C(C1)F)C=1C=CC(=NC1)N 5-(3,5-difluorophenyl)pyridin-2-amine